N-(3'-acetamido-[1,1'-biphenyl]-4-yl)-4-(2-methyl-6,7-dihydropyrazolo[1,5-a]pyrimidin-4(5H)-yl)-4-oxobutanamide C(C)(=O)NC=1C=C(C=CC1)C1=CC=C(C=C1)NC(CCC(=O)N1C=2N(CCC1)N=C(C2)C)=O